3-((5-bromopyridin-2-yl)oxy)propylpiperazine-1-carboxylic acid tert-butyl ester C(C)(C)(C)OC(=O)N1C(CNCC1)CCCOC1=NC=C(C=C1)Br